FC(C=1C=C(C=C(C1)C(F)(F)F)[B-](C1=CC(=CC(=C1)C(F)(F)F)C(F)(F)F)(C1=CC(=CC(=C1)C(F)(F)F)C(F)(F)F)C1=CC(=CC(=C1)C(F)(F)F)C(F)(F)F)(F)F.C1(=CC=CC=C1)[C+](C1=CC=CC=C1)C1=CC=CC=C1 triphenylcarbenium tetrakis(3,5-di-(trifluoromethyl)phenyl)borate